FC(C(=O)O)C1=CC(=C(C=C1)F)OC1=CC=CC=C1 2-fluoro-2-(4-fluoro-3-phenoxyphenyl)acetic acid